1-(6-p-toluenesulfonylimidazo[4,5-d]pyrrolo[2,3-b]pyridin-1(6H)-yl)piperidin-4-ol CC1=CC=C(C=C1)S(=O)(=O)N1C=CC=2C1=NC=C1C2N(C=N1)N1CCC(CC1)O